ethyl 6,6-dimethyl-3-(4-nitrobenzamido)-5,6-dihydropyrrolo[3,4-c]pyrazole-1(4H)-carboxylate CC1(NCC2=C1N(N=C2NC(C2=CC=C(C=C2)[N+](=O)[O-])=O)C(=O)OCC)C